FC1=C(C=C(C=C1)B(O)O)B(O)O (4-fluoro-1,3-phenylene)diboronic acid